2-(ethoxycarbonyl)-4-(trifluoromethyl)pyridine 1-oxide C(C)OC(=O)C1=[N+](C=CC(=C1)C(F)(F)F)[O-]